N1(CCC1)C1=C2C=CN(C(C2=CN=C1)=O)CC1=CC=C2C=C(NC2=C1)CNCC1CCC1 5-(azetidin-1-yl)-2-[[2-[(cyclobutylmethylamino)methyl]-1H-indol-6-yl]methyl]-2,7-naphthyridin-1-one